tert-butyl 3-(2-((4-nitrophenyl)sulfonyl)hydrazine-1-carbonyl)indoline-1-carboxylate [N+](=O)([O-])C1=CC=C(C=C1)S(=O)(=O)NNC(=O)C1CN(C2=CC=CC=C12)C(=O)OC(C)(C)C